2-(4-cyclopropyl-6-methoxypyrimidin-5-yl)-8-({4-[5-methoxy-3-(trifluoromethyl)pyrazol-1-yl]phenyl}methyl)pyrido[2,3-d]pyrimidin-7-one C1(CC1)C1=NC=NC(=C1C=1N=CC2=C(N1)N(C(C=C2)=O)CC2=CC=C(C=C2)N2N=C(C=C2OC)C(F)(F)F)OC